methyl 2-aminothiophene-3-carboxylate NC=1SC=CC1C(=O)OC